C(C)(=O)O.C(C)(=O)O.FC1=CC=C(C=C1)I p-fluoroiodobenzene diacetate